(S)-3-(2-((tert-butoxycarbonyl)amino)-3-oxopropyl)-1H-pyrazole-1-carboxylic acid tert-butyl ester C(C)(C)(C)OC(=O)N1N=C(C=C1)C[C@@H](C=O)NC(=O)OC(C)(C)C